(S)-4'-(difluoromethyl)-6-(3-methylmorpholino)-2-morpholino-[4,5'-bipyrimidin]-2'-amine FC(C1=NC(=NC=C1C1=NC(=NC(=C1)N1[C@H](COCC1)C)N1CCOCC1)N)F